C(C)(C)(C)OC(=O)N[C@H]1C[C@H](CCC1)CS(=O)(=O)[O-] [(1S,3R)-3-(tert-butoxycarbonylamino)cyclohexyl]methanesulfonate